2-([1,1'-biphenyl]-4-yl)-N-(1-(3-fluorophenyl)-6-oxo-1,6-dihydropyridin-3-yl)acetamide Cadmium selenit [Se](=O)([O-])[O-].[Cd+2].C1(=CC=C(C=C1)CC(=O)NC1=CN(C(C=C1)=O)C1=CC(=CC=C1)F)C1=CC=CC=C1